diethylaminotripropoxysilane C(C)N(CC)[Si](OCCC)(OCCC)OCCC